Cl.FC(C1=C(C=NC=C1)CN)(F)F C-(4-trifluoromethyl-pyridin-3-yl)methylamine hydrochloride